FC1=CC(=C(C=C1C=1N=NC(=CC1)N1CCOCC1)NC(=O)C1=CNC(C=C1C(F)(F)F)=O)N1C[C@H](N([C@H](C1)C)C)C |r| N-[4-fluoro-5-(6-morpholin-4-ylpyridazin-3-yl)-2-[rac-(3R,5S)-3,4,5-trimethylpiperazin-1-yl]phenyl]-6-oxo-4-(trifluoromethyl)-1H-pyridine-3-carboxamide